ClC1=CC(=C(C=C1)N(C(=O)C1=NC(=CN=C1)C=1C=NC(=CC1)C(F)(F)F)C([2H])([2H])[2H])OC N-(4-chloro-2-methoxyphenyl)-N-(methyl-d3)-6-(6-(trifluoromethyl)pyridin-3-yl)pyrazine-2-carboxamide